CN(CCOC=1C=C(C=CC1)N1C=CC2=C(C=CC(=C12)C)F)C N-(3-(2-(dimethylamino)ethoxy)phenyl)-4-fluoro-7-methyl-1H-indole